7-(4-(trifluoromethyl)phenoxy)-3,4-dihydroisoquinolin FC(C1=CC=C(OC2=CC=C3CCN=CC3=C2)C=C1)(F)F